C(C)(C)N1[C@@H]2COC[C@H]1CC(C2)OC=2C(=CC(=NC2)C)C2=CC=1N(C=C2)N=C(C1)NC1=CC=C(C=N1)C(=O)NC 6-[[5-[5-[[(1S,5R)-9-isopropyl-3-oxa-9-azabicyclo[3.3.1]nonan-7-yl]oxy]-2-methyl-4-pyridyl]pyrazolo[1,5-a]pyridin-2-yl]amino]-N-methyl-pyridine-3-carboxamide